N-(5-(4-(2,6-dichloro-3,5-dimethoxyphenyl)imidazo[1,2-a][1,6]naphthyridin-8-yl)-2-(1,1-dioxidothiomorpholino)-4-methoxyphenyl)but-2-ynamide ClC1=C(C(=C(C=C1OC)OC)Cl)C=1C=2N(C3=CC(=NC=C3C1)C=1C(=CC(=C(C1)NC(C#CC)=O)N1CCS(CC1)(=O)=O)OC)C=CN2